O1CCNCC12CCN(CC2)C(=O)[O-] oxa-4,9-diazaspiro[5.5]undecane-9-carboxylate